C1(CC1)C1=NN(C=C1C(=O)NCC1=C(C(=CC=C1)OC)F)CC1=CC=C(C=C1)CN1C(C=CC=C1)=O 3-cyclopropyl-N-[(2-fluoro-3-methoxyphenyl)methyl]-1-({4-[(2-oxopyridin-1-yl)methyl]phenyl}methyl)pyrazole-4-carboxamide